BrC1=CC(=C(C(=C1)C)N([2H])C(CC1CCC(CC1)C(F)F)=O)C N-(4-bromo-2,6-dimethylphenyl)-2-(4-(difluoromethyl)cyclohexyl)acetamide-d